Cl.N1C(CCCC1)C1=NC=C(C=C1)C(F)(F)F 2-(piperidin-2-yl)-5-(trifluoromethyl)pyridine hydrochloride